C(C)C1=NC(=NC(=C1)CC)NCC1=C(N=NN1C)C1=CC=C(C(=N1)C)O[C@@H]1C[C@H](CCC1)C(=O)O (1S,3S)-3-((6-(5-(((4,6-diethylpyrimidin-2-yl)amino)methyl)-1-methyl-1H-1,2,3-triazol-4-yl)-2-methyl-pyridin-3-yl)oxy)cyclohexane-1-carboxylic acid